C(C)(C)NC(O[C@H]1C[C@H](CC1)C1=CC(=NN1)NC(COC1=C(C(=CC=C1)C#C)C=O)=O)=O (1R,3S)-3-(3-(2-(3-ethynyl-2-formylphenoxy)acetamido)-1H-pyrazol-5-yl)cyclopentyl isopropylcarbamate